(naphthalen-2-yl)-naphthalene C1=C(C=CC2=CC=CC=C12)C1=CC=CC2=CC=CC=C12